CC1=C(C=C(C(=C1)OC(CCCCCCCCCCCCCC)=S)C(C)(C)C)SC1=C(C=C(C(=C1)C(C)(C)C)OC(CCCCCCCCCCCCCC)=S)C bis[2-methyl-4-(3-n-dodecylthiopropionyloxy)-5-tert-butylphenyl] Sulfide